6-(4-Ethyl-3-(hydroxymethyl)-5-oxo-4,5-dihydro-1H-1,2,4-triazol-1-yl)-7-fluoro-4-isopropyl-2-((1R*,2R*)-2-methylcyclohexyl)isochinolin-1(2H)-on C(C)N1C(=NN(C1=O)C=1C=C2C(=CN(C(C2=CC1F)=O)[C@H]1[C@@H](CCCC1)C)C(C)C)CO |o1:20,21|